COC=1C=NC=CC1N 3-methoxy-4-aminopyridine